phosphonium dicyanamide salt [N-](C#N)C#N.[PH4+]